NC=1C=CC=C2CCN(C(C12)=O)C 8-amino-2-methyl-3,4-dihydroisoquinolin-1-one